2-[8-(triethoxysilyl)octyl]-2H-tetrazole C(C)O[Si](CCCCCCCCN1N=CN=N1)(OCC)OCC